ClC1=C(C=C(C=C1N1CCN(CC1)CCOC)C#N)NC1=NC=2N(C(=N1)N[C@@H]1[C@H](C1)C)N=CC2C#N 2-((2-chloro-5-cyano-3-(4-(2-methoxyethyl)piperazin-1-yl)phenyl)amino)-4-(((1S,2S)-2-methylcyclopropyl)amino)pyrazolo[1,5-a][1,3,5]triazine-8-carbonitrile